C(C)(=O)O.C1(=CC=C(C=C1)CC1=NOC(=N1)[C@H](CCCCNC(OC(C)(C)C)=O)N)C1=CC=CC=C1 (S)-tert-butyl (5-(3-([1,1'-biphenyl]-4-ylmethyl)-1,2,4-oxadiazol-5-yl)-5-aminopentyl)carbamate acetate